CN(C(OC(C)(C)C)=O)C1=NC=C(C=C1)B1OC(C(O1)(C)C)(C)C tert-butyl methyl-(5-(4,4,5,5-tetramethyl-1,3,2-dioxaborolan-2-yl)pyridin-2-yl)carbamate